trifluoromethoxy-1,1'-biphenyl FC(OC1=C(C=CC=C1)C1=CC=CC=C1)(F)F